N-[[6-[4-(1-Ethylpropyl)piperazin-1-yl]-2-pyridyl]sulfonyl]-2-(2,2,4-trimethylpyrrolidin-1-yl)pyridin-3-carboxamid C(C)C(CC)N1CCN(CC1)C1=CC=CC(=N1)S(=O)(=O)NC(=O)C=1C(=NC=CC1)N1C(CC(C1)C)(C)C